4-fluoro-N-((1-methyl-1H-pyrazol-4-yl)methyl)-3-((4-methylphenyl)sulfonamido)benzamide FC1=C(C=C(C(=O)NCC=2C=NN(C2)C)C=C1)NS(=O)(=O)C1=CC=C(C=C1)C